azetidin-3-yl-1-hydroxycyclopropane-1-carboxamide N1CC(C1)C1C(C1)(C(=O)N)O